NC1=NC2=C(C3=CN=CC=C13)C=C(C=C2)C(=O)N(C2CCC1=NC(=CC=C12)C(F)(F)F)CC1CC1 5-amino-N-(cyclopropylmethyl)-N-(2-(trifluoromethyl)-6,7-dihydro-5H-cyclopenta[b]pyridin-5-yl)benzo[c][2,6]naphthyridin-9-carboxamide